C(C)(C)(C)C=1C=C(C(=O)OCCCCCCCCCCCCCCCCCC)C=C(C1O)C(C)(C)C octadecyl 3,5-di-t-butyl-4-hydroxybenzoate